The molecule is a nucleotide-sugar oxoanion arising from deprotonation of the diphosphate OH groups and protonation of the amino group of dTDP-4-amino-2,3,4,6-tetradeoxy-alpha-D-glucose; major species at pH 7.3. It is a conjugate base of a dTDP-4-amino-2,3,4,6-tetradeoxy-alpha-D-glucose. C[C@@H]1[C@H](CC[C@H](O1)OP(=O)([O-])OP(=O)([O-])OC[C@@H]2[C@H](C[C@@H](O2)N3C=C(C(=O)NC3=O)C)O)[NH3+]